(3S)-5,6-dichloro-1'-(3-methylidenecyclobutanecarbonyl)-1H-spiro[indole-3,3'-pyrrolidin]-2-one ClC=1C=C2C(=CC1Cl)NC([C@]21CN(CC1)C(=O)C1CC(C1)=C)=O